indole-1-carboxamide N1(C=CC2=CC=CC=C12)C(=O)N